ClC=1C(=NC=C(C1C)Cl)NC(CSC1=[N+](C=CC=C1)[O-])=O N-(3,5-dichloro-4-methylpyridin-2-yl)-2-(1-oxidopyridin-1-ium-2-yl)sulfanylacetamide